CC1(OB(OC1(C)C)C=1C=C2C(=NC1)N=CN2COCC[Si](C)(C)C)C 6-(4,4,5,5-tetramethyl-1,3,2-dioxaborolan-2-yl)-1-((2-(trimethylsilyl)ethoxy)methyl)-1H-imidazo[4,5-b]pyridine